NC=1C2=C(C(NN1)=O)N(C=C2C2=CC=C(C=C2)OC2=C(C=CC=C2F)F)C2CN(CC2)CC#CC 4-amino-1-(1-(but-2-ynyl)pyrrolidin-3-yl)-3-(4-(2,6-difluorophenoxy)phenyl)-1,6-dihydro-7H-pyrrolo[2,3-d]pyridazin-7-one